CC1=CC=C(C=C1)C=C 1-(4-methylphenyl)ethene